7-Oxo-4,5,6,7-tetrahydropyrazolopyridineamide O=C1CCNC2=C1NN=C2C(=O)N